2-hexyldecyl 7-({[1-(N,N-dimethylglycyl)piperidin-4-yl]acetyl}[2-oxo-2-(tetradecyloxy)ethyl]amino)heptanoate CN(CC(=O)N1CCC(CC1)CC(=O)N(CCCCCCC(=O)OCC(CCCCCCCC)CCCCCC)CC(OCCCCCCCCCCCCCC)=O)C